Tert-Butyl 3-(5-(benzyloxy)-3-methyl-2-oxo-2,3-dihydro-1H-benzo[d]imidazol-1-yl)-2,6-dioxopiperidine-1-carboxylate C(C1=CC=CC=C1)OC1=CC2=C(N(C(N2C)=O)C2C(N(C(CC2)=O)C(=O)OC(C)(C)C)=O)C=C1